C(#C)C1C2C(N(C1)C(C=O)(C1CCCCC1)NC(C1=CC(=C(C=C1)C=1N=C(SC1)N1CCN(CC1)C)F)=O)C(CO2)=O N-[1-(6-ethynyl-3-oxo-hexahydro-furo[3,2-b]pyrrol-4-yl)-1-cyclohexyl-2-oxo-ethyl]-3-fluoro-4-[2-(4-methyl-piperazin-1-yl)-thiazol-4-yl]benzamide